FC=1C=C(C=C(C1F)F)C#C 3,4,5-trifluoro-phenylacetylene